FC=1C=C(C=CC1)C(C([2H])[2H])N (3-fluorophenyl)ethane-2,2-d2-1-amine